methyl 4-[4-(tert-butoxycarbonyl)piperazin-1-yl]-2-(oxetan-3-yl)indazole-7-carboxylate C(C)(C)(C)OC(=O)N1CCN(CC1)C=1C2=CN(N=C2C(=CC1)C(=O)OC)C1COC1